1,6-bis[2-methacryloyloxyethoxycarbonylamino]-2,2,4-trimethylhexane C(C(=C)C)(=O)OCCOC(=O)NCC(CC(CCNC(=O)OCCOC(C(=C)C)=O)C)(C)C